C(C)(C)OC1=C(C#N)C=C(C=C1)C1=NC=C(C=N1)C=1C=NC=CC1 2-isopropoxy-5-(5-(pyridin-3-yl)pyrimidin-2-yl)benzonitrile